6-((1s,3r)-3-(1-isopropyl-3-(trifluoromethyl)-1H-pyrazol-5-yl)cyclopentyl)-2-thia-6-azaspiro[3.4]octane 2,2-dioxide C(C)(C)N1N=C(C=C1[C@H]1C[C@H](CC1)N1CC2(CS(C2)(=O)=O)CC1)C(F)(F)F